cis-3-methyl-N-[4-methyl-3-(4,4,5,5-tetramethyl-1,3,2-dioxaborolan-2-yl)phenyl]-6-azabicyclo[3.1.1]heptane-6-carboxamide CC1CC2N(C(C1)C2)C(=O)NC2=CC(=C(C=C2)C)B2OC(C(O2)(C)C)(C)C